C(C)(C)(C)OC(=O)N1CC(C=2C3=C(C(NC2C1)=O)C=C(C=C3)F)N(C(=O)C=3NC1=CC=CC=C1C3)C 8-fluoro-1-(N-methyl-1H-indole-2-carboxamido)-6-oxo-1,4,5,6-tetrahydrobenzo[c][1,7]Naphthyridine-3(2H)-carboxylic acid tert-butyl ester